C(C(C)(C)C)(=O)OCOC(NC(C(N[C@H](COC(C)C1=CC=CC=C1)C(=O)N1CCC2(CC1)CN(C1=CC=CC=C12)S(=O)(=O)C)=O)(C)C)=O (R)-5,5-dimethyl-8-(1-(methylsulfonyl)spiro[indolin-3,4'-piperidin]-1'-carbonyl)-3,6-dioxo-11-phenyl-2,10-dioxa-4,7-diazadodecyl pivalate